CC[C@@H](CC[C@@H](C)[C@H]1CC[C@H]2C3=CC[C@H]4C[C@H](CC[C@]4(C)[C@H]3CC[C@]12C)O)C(=C)C (3beta,5alpha,24S)-Stigmasta-7,25-dien-3-ol